C1(=CC=CC=C1)N[Si](OCC)(OCC)OCC (N-phenylamino)triethoxysilane